C(C1=CC=C(C(=S)O)C=C1)(=S)O dithio-terephthalic acid